4,6-dimethyl-2,4,6-tris(4-hydroxyphenyl)hept-2-ene CC(C=C(C)C1=CC=C(C=C1)O)(CC(C)(C1=CC=C(C=C1)O)C)C1=CC=C(C=C1)O